CN(C1CC2CCC(C1)N2C(=O)OC(C)(C)C)C2=CN=C1C(=N2)OCC=2C=C(C=CC21)C=2C=NN(C2)C2OCCCC2 tert-butyl (exo)-3-[methyl([8-[1-(oxan-2-yl)pyrazol-4-yl]-6H-isochromeno[3,4-b]pyrazin-3-yl])amino]-8-azabicyclo[3.2.1]octane-8-carboxylate